C(C1=CC=CC=C1)OC(=O)C1=C(NC2=C(C=NC(=C2C1C1=CC=C(C=2CCOC21)C#N)OCC2CC(C2)(F)F)C)C 4-(4-cyano-2,3-dihydro-1-benzofuran-7-yl)-5-[(3,3-difluorocyclobutyl)methoxy]-2,8-Dimethyl-1,4-dihydro-1,6-naphthyridine-3-carboxylic acid benzyl ester